3-[(2r,4r)-4-({[1-(2,2-difluoro-1,3-benzodioxol-5-yl)cyclopropyl]carbonyl}amino)-7-(trifluoromethyl)-3,4-dihydro-2H-benzopyran-2-yl]benzoic acid FC1(OC2=C(O1)C=CC(=C2)C2(CC2)C(=O)N[C@@H]2C[C@@H](OC1=C2C=CC(=C1)C(F)(F)F)C=1C=C(C(=O)O)C=CC1)F